ClC1=NC(=C2C(=N1)N(N=C2)[C@H]2[C@@H]([C@@H]([C@H](O2)COCP(O)(O)=O)O)O)N(C)CC2=CC(=CC=C2)Cl ((((2R,3S,4R,5R)-5-(6-chloro-4-((3-chlorobenzyl)(methyl)amino)-1H-pyrazolo[3,4-d]pyrimidin-1-yl)-3,4-dihydroxytetrahydrofuran-2-yl)methoxy)methyl)phosphonic acid